ClC1=C(N=C(NC1=O)C1=CC(=NC=C1)F)OC1COC1 5-chloro-2-(2-fluoro-4-pyridyl)-4-(oxetan-3-yloxy)-1H-pyrimidin-6-one